OC(C(=O)N1CCN(CC1)C1CCN(CC1)C)CC=1C=C2C=NNC2=C(C1)C 2-hydroxy-3-(7-methyl-1H-indazole-5-yl)-1-(4-(1-methylpiperidin-4-yl)piperazine-1-yl)propan-1-one